C1(=CC=CC=C1)C=1OC(CN1)(C1=CC=CC=C1)CN(S(=O)(=O)C1=CC=CC=C1)S(=O)(=O)C1=CC=CC=C1 N-((2,5-diphenyl-4,5-dihydro-oxazol-5-yl)methyl)-N-(phenylsulfonyl)benzenesulfonamide